C(=CCCCCCC)NCCC(=O)[O-].[Na+] sodium β-octenylaminopropionate